N1CCCC1 Pyrrolidine